O.O.O.O.N(=NC(C(=O)NC(CO)(CO)CO)(C)C)C(C(=O)NC(CO)(CO)CO)(C)C 2,2'-azobis[2-methyl-N-(1,1-bis(hydroxymethyl)2-hydroxyethyl)propionamide]-tetrahydrate